NC1=C(C(=CC=C1C=1C=C2C(=NC1)NC=C2CC)F)P(C)(C)=O (2-Amino-3-(3-ethyl-1H-pyrrolo[2,3-b]pyridin-5-yl)-6-fluorophenyl)dimethylphosphine oxide